6-(3,4-difluorophenyl)-1H-indole-2-carboxylic acid methyl ester COC(=O)C=1NC2=CC(=CC=C2C1)C1=CC(=C(C=C1)F)F